2-methyl-5-(3-(difluoromethoxy)phenyl)-N-(3-(2-aminopropyl)-1,2,4-thiadiazol-5-yl)furan-3-carboxamide CC=1OC(=CC1C(=O)NC1=NC(=NS1)CC(C)N)C1=CC(=CC=C1)OC(F)F